N-[rac-((2R,3S)-4,4-dimethyl-5-oxo-2-phenyl-1-(3-(prop-1-yn-1-yl)benzo[d]isothiazol-6-yl)pyrrolidin-3-yl)]cyclopropanecarboxamide CC1([C@@H]([C@H](N(C1=O)C1=CC2=C(C(=NS2)C#CC)C=C1)C1=CC=CC=C1)NC(=O)C1CC1)C |r|